2-Cyclohexylmethyl-2-isobutylsuccinic acid diisobutyl ester C(C(C)C)OC(C(CC(=O)OCC(C)C)(CC(C)C)CC1CCCCC1)=O